1-Tert-butyl (3S,4R)-3-fluoro-4-[[3-fluoro-4-[[4-[(3S)-3-hydroxy-3-methyl-1-piperidyl]-5-(trifluoromethyl)pyrimidin-2-yl]amino]phenyl]sulfonylamino]piperidine-1-carboxylate F[C@H]1CN(CC[C@H]1NS(=O)(=O)C1=CC(=C(C=C1)NC1=NC=C(C(=N1)N1C[C@@](CCC1)(C)O)C(F)(F)F)F)C(=O)OC(C)(C)C